O1CCC(=CC1)C1=NN2C(N(C(=C(C2=O)N2CCN(CC2)C(C2=NC=CC=C2O)=O)C)CC(=O)NC2=CC=C(C=C2)C(F)(F)F)=N1 2-(2-(3,6-dihydro-2H-pyran-4-yl)-6-(4-(3-hydroxypicolinoyl)piperazin-1-yl)-5-methyl-7-oxo-[1,2,4]triazolo[1,5-a]pyrimidin-4(7H)-yl)-N-(4-(trifluoromethyl)phenyl)acetamide